1-(5-((2,6-dichlorobenzyl)oxy)-6-fluoro-2,3-dihydro-1H-inden-1-yl)piperidine-4-carboxylic acid ClC1=C(COC=2C=C3CCC(C3=CC2F)N2CCC(CC2)C(=O)O)C(=CC=C1)Cl